dichloro-1,4-Dioxane ClC1(OCCOC1)Cl